3-(5-(1,1-dioxidoisothiazolidin-2-yl)-2-methoxybenzamido)-N-(4-fluoro-3-(trifluoromethyl)-phenyl)-2-naphthamide O=S1(N(CCC1)C=1C=CC(=C(C(=O)NC=2C(=CC3=CC=CC=C3C2)C(=O)NC2=CC(=C(C=C2)F)C(F)(F)F)C1)OC)=O